5-((4-chloro-5-(((4''-(2,2-diethoxyethoxy)-2,2'-dimethyl-[1,1':3',1''-terphenyl]-3-yl)oxy)methyl)-2-formylphenoxy)methyl)nicotinonitrile ClC1=CC(=C(OCC=2C=NC=C(C#N)C2)C=C1COC=1C(=C(C=CC1)C1=C(C(=CC=C1)C1=CC=C(C=C1)OCC(OCC)OCC)C)C)C=O